C1(CCCCC1)C1=CC=C(C=C1)NC=1C2=C(N=C(N1)N1C[C@H](OCC1)C)C(N(C2)C(C)C)=O 4-[(4-cyclohexylphenyl)amino]-2-[(2R)-2-methylmorpholin-4-yl]-6-(propan-2-yl)-5,6-dihydro-7H-pyrrolo[3,4-d]pyrimidin-7-one